C(C)C=1C=2N(C=C(N1)C)N=CC2 4-ethyl-6-methylpyrazolo[1,5-a]pyrazin